(E)-N-(2-methyl-6-(naphthalen-2-yl)-3-((E)-2-(naphthalen-2-yl)vinyl)imidazo[1,2-b][1,2,4]triazin-7-yl)-1-(naphthalen-2-yl)methanimine CC=1C(=NC=2N(N1)C(=C(N2)C2=CC1=CC=CC=C1C=C2)/N=C/C2=CC1=CC=CC=C1C=C2)\C=C\C2=CC1=CC=CC=C1C=C2